ClC1=C(C(=C(C=C1OC)OC)Cl)C=1CCC=2C(=NNC2C1)C1=C(C=CC(=C1)N(C)C)NC(C=C)=O N-(2-(6-(2,6-dichloro-3,5-dimethoxyphenyl)-4,5-dihydro-1H-indazol-3-yl)-4-(dimethylamino)phenyl)acrylamide